[Cl-].C[N+]1=CN(C=C1)CCCCCCCCCCCCCCCCCC 3-Methyl-1-octadecylimidazolium chloride